FC=1N=C2C=CC(NC2=CC1)=O 6-fluoro-1H-1,5-naphthyridin-2-one